2-bromo-1-methoxy-4-(methoxymethoxy)benzene BrC1=C(C=CC(=C1)OCOC)OC